1,1,1,3,3,3-hexafluoro-2-(2'-methyl-4'-((8-((trifluoromethyl)sulfonyl)-3,8-diazabicyclo[3.2.1]octan-3-yl)methyl)-[1,1'-biphenyl]-4-yl)propan-2-ol FC(C(C(F)(F)F)(O)C1=CC=C(C=C1)C1=C(C=C(C=C1)CN1CC2CCC(C1)N2S(=O)(=O)C(F)(F)F)C)(F)F